NC1=C(C(=NN1C(C)C)C1=CC=C(C=C1)CC(NC1=CC(=NC=C1)C(F)(F)F)=O)C(=O)N 5-Amino-1-isopropyl-3-(4-(2-oxo-2-((2-(trifluoromethyl)pyridin-4-yl)amino)ethyl)phenyl)-1H-pyrazole-4-carboxamide